N1(CCC1)CC1(CC1)NC(C(C1=CC(=CC(=C1)C)F)(F)F)=O N-(1-(azetidin-1-ylmethyl)cyclopropyl)-2,2-difluoro-2-(3-fluoro-5-methylphenyl)acetamide